FC(COC(OCC(F)F)=O)F.ClC=1C=NC=C(C(=O)NC2=CC(=CC=C2)[C@H](C)NC=2C=NC=3C(N2)=NN(C3)CC)C1 (S)-5-chloro-N-(3-(1-((2-ethyl-2H-pyrazolo[3,4-b]pyrazin-6-yl)amino)ethyl)phenyl)nicotinamide bis(2,2-diFluoroethyl)carbonate